C=1(C(=CC=CC1)C(=O)[O-])C1=CC=CC=C1 2-biphenylat